N-[2-(4,4-difluoropiperidinyl)-6-methylpyridin-4-yl](2-fluoro-4-iodophenyl)carboxamide FC1(CCN(CC1)C1=NC(=CC(=C1)NC(=O)C1=C(C=C(C=C1)I)F)C)F